3H-1,2,3-triazol N1=NNC=C1